3-(((2,4-dichloropyrimidin-5-yl)methyl)(2,6-difluoro-3,5-dimethoxyphenyl)amino)-3-oxopropanoic acid ethyl ester C(C)OC(CC(=O)N(C1=C(C(=CC(=C1F)OC)OC)F)CC=1C(=NC(=NC1)Cl)Cl)=O